C(C=C)(=O)N1C2CN(CC2C1)C1=C2C(=C(NC2=C(C=C1F)C(=O)N)C)C 4-(6-acryloyl-3,6-diazabicyclo[3.2.0]heptan-3-yl)-5-fluoro-2,3-dimethyl-1H-indole-7-carboxamide